C12C(CC(CC1)CC2)CC2NC(N(C2=O)C2CC1(CC(C1)OC1=NC=CC=C1C(=O)N)C2)=O 2-{[(αR)-6-[4-({bicyclo[2.2.2]-octan-2-yl}-methyl)-2,5-dioxo-imidazolidin-1-yl]spiro[3.3]-heptan-2-yl]oxy}-pyridine-3-carboxamide